FC1=C(C=C(C(=C1)F)C=COC)CC(=O)O 2-(2,4-difluoro-5-(2-methoxyvinyl)phenyl)acetic acid